(9R,10S)-benzyl 9,10-dihydroxy-3,8,11-trioxo-1-phenyl-2-oxa-4,7,12-triazapentadecan-15-oate O[C@@H](C(NCCNC(OCC1=CC=CC=C1)=O)=O)[C@@H](C(NCCC(=O)OCC1=CC=CC=C1)=O)O